6-(azetidin-3-oxy)-4-chloro-7-methoxyquinazoline hydrochloride Cl.N1CC(C1)OC=1C=C2C(=NC=NC2=CC1OC)Cl